(1S,3r)-3-(4-(2-fluorophenyl)-5-(5-(methoxy-d3)pyridin-2-yl)-4H-1,2,4-triazol-3-yl)cyclobutan-1-amine dihydrochloride Cl.Cl.FC1=C(C=CC=C1)N1C(=NN=C1C1=NC=C(C=C1)OC([2H])([2H])[2H])C1CC(C1)N